N1(C=NC=C1)C[C@]1(C[C@H](N(C1)C(CNC(=O)C=1C=CC=2C(C3=CC=CC=C3C2C1)(F)F)=O)C(=O)N[C@H](C)C=1SC=C(C1)C(N)=N)F (2S,4S)-4-((1H-imidazol-1-yl)methyl)-N-((R)-1-(4-carbamimidoylthiophen-2-yl)ethyl)-1-((9,9-difluoro-9H-fluorene-3-carbonyl)glycyl)-4-fluoropyrrolidine-2-carboxamide